Ditetrahydrofurfuryl-propane C(C1CCCO1)C(C)(C)CC1CCCO1